NC1=C(C(=O)N)C=C(C(=C1)F)F 2-amino-4,5-difluorobenzamide